C(C1=CC=CC=C1)OC1=CC(=CC2=C1C(N1[C@@H](CO2)C[C@@H](C1)OC1=CC=C2CCC(NC2=C1)=O)=O)C (2S,11aR)-6-(Benzyloxy)-8-methyl-2-((2-oxo-1,2,3,4-tetrahydroquinolin-7-yl)oxy)-2,3,11,11a-tetrahydro-1H,5H-benzo[f]pyrrolo[2,1-c][1,4]oxazepin-5-one